C(#N)C1=CC=2N(N=C1)C(=CC2)B(O)O {3-cyanopyrrolo[1,2-b]pyridazin-7-yl}boronic acid